3-mercaptohexan-1-ol SC(CCO)CCC